FC1(C[C@@H](CNC1)NC1=NC=C(C(=N1)C1=CNC2=CC=CC=C12)C(F)(F)F)F N-[(3S)-5,5-difluoro-3-piperidyl]-4-(1H-indol-3-yl)-5-(trifluoromethyl)pyrimidin-2-amine